OC1=C(C(=CC=C1)C(F)(F)F)OOB(OO)O (2-hydroxy-6-(trifluoromethyl)phenyl)dihydroxyboric acid